quinoline-3,4-dicarboximide N1=CC2=C(C3=CC=CC=C13)C(NC2=O)=O